2-(2'-ethyl-4'-((6-(propylsulfonyl)-2,6-diazaspiro[3.3]heptan-2-yl)methyl)-[1,1'-biphenyl]-4-yl)-1,1,1,3,3,3-hexafluoropropan-2-ol C(C)C1=C(C=CC(=C1)CN1CC2(C1)CN(C2)S(=O)(=O)CCC)C2=CC=C(C=C2)C(C(F)(F)F)(C(F)(F)F)O